CC(C)[C@@H](C(=O)O)NO The molecule is an N-hydroxyamino acid that is derived from L-valine. It is a N-hydroxy-alpha-amino-acid, a member of hydroxylamines and a hydroxy-L-valine. It is a conjugate acid of a N-hydroxy-L-valinate.